N(=[N+]=[N-])[C@H](C(=O)O)C(C)(C)C (S)-2-azido-3,3-dimethylbutyric acid